C(\C=C\C(=O)O)(=O)O.C(C)N(CCC1=CC=CC2=CC(=CC=C12)F)C N-ethyl-2-(6-fluoronaphthalen-1-yl)-N-methylethan-1-amine fumarate